3-((5-cyclohexylpentanoyl)oxy)-2-((((3-(diethylamino)propoxy)carbonyl)oxy)methyl)propyl (9Z,12Z)-octadeca-9,12-dienoate C(CCCCCCC\C=C/C\C=C/CCCCC)(=O)OCC(COC(CCCCC1CCCCC1)=O)COC(=O)OCCCN(CC)CC